(2R,3S)-5-(2-acetamido-6-(cyclopropylamino)-9H-purin-9-yl)-2-(acetoxymethyl)-2-ethynyltetrahydrothiophen-3-yl acetate C(C)(=O)O[C@@H]1[C@@](SC(C1)N1C2=NC(=NC(=C2N=C1)NC1CC1)NC(C)=O)(C#C)COC(C)=O